N,N'-diethyl-tetrahydropyrimidine C(C)N1CN(CCC1)CC